The molecule is a hydroxy fatty acid anion and the conjugate base of 6-hydroxyhexanoic acid, formed by deprotonation of the carboxylic acid group. It is a medium-chain fatty acid anion and an omega-hydroxy fatty acid anion. It derives from a hexanoate. It is a conjugate base of a 6-hydroxyhexanoic acid. C(CCC(=O)[O-])CCO